C1(CCCCC1)C1=CC=C(C=C1)C=1NC=2N(C(C1)=O)N=C(C2C(=O)O)[C@H](CO[Si](C(C)C)(C(C)C)C(C)C)C (R)-5-(4-cyclohexylphenyl)-7-oxo-2-(1-((triisopropylsilyl)oxy)propan-2-yl)-4,7-dihydropyrazolo[1,5-a]pyrimidine-3-carboxylic acid